C12(C3(CCCC3C(CC1)C2)C(=O)O)C(=O)O tricyclo[5.2.1.02,6]decanedicarboxylic acid